BrC1=NC=CC=C1OC[C@@H](/C=C/C(=O)OCC)C |r| rac-ethyl (2E)-5-[(2-bromopyridin-3-yl) oxy]-4-methylpent-2-enoate